CN(C)CC1=NC=CC=C1O 2-((dimethylamino)methyl)-3-hydroxypyridine